1-{2-[(2R)-4-[4-chloro-2-(trifluoromethyl)benzoyl]-2-ethylpiperazin-1-yl]-5-(2-ethoxypyridin-3-yl)phenyl}methylamine ClC1=CC(=C(C(=O)N2C[C@H](N(CC2)C2=C(C=C(C=C2)C=2C(=NC=CC2)OCC)CN)CC)C=C1)C(F)(F)F